N-[4-(5-methyl-1,3,4-oxadiazol-2-yl)-3-sulfamoylphenyl]acetamide CC1=NN=C(O1)C1=C(C=C(C=C1)NC(C)=O)S(N)(=O)=O